C(C=1C(O)=CC=CC1)=C(C(C)N)N (salicylidene)-1,2-diaminopropane